(4aR,6R,7R,8S,8aR)-7-acetoxy-8-(4-(3-fluorophenyl)-1H-1,2,3-triazol-1-yl)-2,2-dimethylhexahydropyrano[3,2-d][1,3]dioxine-6-carboxylic acid C(C)(=O)O[C@@H]1[C@H]([C@H]2OC(OC[C@H]2O[C@H]1C(=O)O)(C)C)N1N=NC(=C1)C1=CC(=CC=C1)F